C(C)C1(CCC(CC1)CN1C(N(C=2N=CN(C2C1=O)C)C)=O)O 1-((4-Ethyl-4-hydroxycyclohexyl)methyl)-3,7-dimethyl-1H-purine-2,6(3H,7H)-dione